((3aS,4R,6R,6aR)-6-(4-(bis(tert-butoxycarbonyl)amino)-5-(furan-2-yl)-7H-pyrrolo[2,3-d]pyrimidin-7-yl)-2,2-dimethyltetrahydrothieno[3,4-d][1,3]dioxol-4-yl)methylbenzoate C(C)(C)(C)OC(=O)N(C=1C2=C(N=CN1)N(C=C2C=2OC=CC2)[C@@H]2S[C@@H]([C@@H]1[C@H]2OC(O1)(C)C)COC(C1=CC=CC=C1)=O)C(=O)OC(C)(C)C